ClC1=CC(=C(C(=N1)[N+](=O)[O-])O)I 6-Chloro-4-iodo-2-nitropyridin-3-ol